(E)-3-(5-(trifluoromethoxy)pyridin-2-yl)acrylic acid ethyl ester C(C)OC(\C=C\C1=NC=C(C=C1)OC(F)(F)F)=O